2-ethynyl-6-(5-(3-fluoro-4-((4-methylpyrimidin-2-yl)oxy)phenyl)-4,7-dimethyl-7H-pyrrolo[2,3-d]pyrimidin-6-yl)quinoxaline C(#C)C1=NC2=CC=C(C=C2N=C1)C1=C(C2=C(N=CN=C2C)N1C)C1=CC(=C(C=C1)OC1=NC=CC(=N1)C)F